(E)-9-styrylacridine C(=C\C1=CC=CC=C1)/C=1C2=CC=CC=C2N=C2C=CC=CC12